tert-Butyl ((1-(2-((6-chloro-3,5-dicyano-4-ethylpyridin-2-yl)(methyl) amino)ethyl)-4-hydroxypiperidin-4-yl)methyl)carbamate ClC1=C(C(=C(C(=N1)N(CCN1CCC(CC1)(O)CNC(OC(C)(C)C)=O)C)C#N)CC)C#N